3-(triethoxysilyl)hexyl isocyanate C(C)O[Si](C(CCN=C=O)CCC)(OCC)OCC